C(C(C)C)C1C(CC2N(CCC3=CC(=C(C=C23)OC)OC)C1)O 3-isobutyl-9,10-dimethoxy-1,3,4,6,7,11b-hexahydro-2H-pyrido[2,1-a]isoquinol-2-ol